(±)-cis-N-(8-amino-6-(2-(2-hydroxyethyl)pyrrolidin-1-yl)-2,7-naphthyridin-3-yl)-2-fluorocyclopropanecarboxamide NC=1N=C(C=C2C=C(N=CC12)NC(=O)[C@H]1[C@H](C1)F)N1[C@H](CCC1)CCO |&1:19|